C(=CC)OC1COC1 3-(1-propenyloxy)oxetane